FC(C1=NC(=NC(=N1)C(F)(F)F)N1[C@H](C=2NC3=CC=C(C=C3C2CC1)Cl)CC1C=CCC1)(F)F (1S)-2-(4,6-bis(trifluoromethyl)-1,3,5-triazin-2-yl)-6-chloro-1-(cyclopent-2-en-1-ylmethyl)-2,3,4,9-tetrahydro-1H-pyrido[3,4-b]indole